2-(1-(4-bromo-1-(4-methoxybenzyl)-1H-benzo[d]imidazol-6-yl)-3-methylcyclobutane-1-carbonyl)-N-methylhydrazine BrC1=CC(=CC=2N(C=NC21)CC2=CC=C(C=C2)OC)C2(CC(C2)C)C(=O)NNC